3-(ferrocenylmethyl)-2,2-difluoro-1-phenylpropan-1-one [C-]1(C=CC=C1)CCC(C(=O)C1=CC=CC=C1)(F)F.[CH-]1C=CC=C1.[Fe+2]